C(C1=CC=CC=C1)OC1=C(C=C2C=NN(C2=C1C#N)C1=CC=C(C=C1)Br)F 6-(Benzyloxy)-1-(4-bromophenyl)-5-fluoro-1H-indazole-7-carbonitrile